ClC1=CC=C2C(=NC=3N(C2=C1)C=NN3)N(C=3C=C(C=CC3)C#CC3(CCC3)O)C ((3-((8-chloro-[1,2,4]triazolo[4,3-a]quinazolin-5-yl)(methyl)amino)phenyl)ethynyl)cyclobutan-1-ol